FC1=CSC2=C1CC(CC2)=NO 3-fluoro-6,7-dihydro-4H-benzothiophen-5-one oxime